BrC1=CC=C2C=C(N=CC2=C1)CO[Si](C1=CC=CC=C1)(C1=CC=CC=C1)C(C)(C)C 7-Bromo-3-(((tert-butyldiphenylsilyl)oxy)methyl)isoquinoline